OCC(C)(C)C1=CC=CC=N1 6-(1-hydroxy-2-methylpropan-2-yl)pyridine